O=C1N(CC2=CC(=CC=C12)O[C@@H]1CN(CC1)CC1=NC2=CC=CC=C2C=N1)C1C(NC(CC1)=O)=O 3-(1-Oxo-5-(((S)-1-(quinazolin-2-ylmethyl)pyrrolidin-3-yl)oxy)isoindolin-2-yl)piperidine-2,6-dione